4'-Chloro-4-(3,6-diazabicyclo[3.1.1]heptan-3-yl)-2-[[(2S)-1-methylpyrrolidin-2-yl]methoxy]spiro[6,8-dihydro-5H-quinazoline-7,1'-indane] ClC1=C2CCC3(C2=CC=C1)CCC=1C(=NC(=NC1C3)OC[C@H]3N(CCC3)C)N3CC1NC(C3)C1